C1(=C(C=CC=C1)CN(C(C(N)=O)=O)CC1=NC=CC=C1)C N'-(o-tolylmethyl)-N'-(2-pyridylmethyl)oxamide